4-(dimethylamino)benzyl alcohol CN(C1=CC=C(CO)C=C1)C